methyl 6-fluoro-2-(methylamino)-3-nitrobenzoate FC1=CC=C(C(=C1C(=O)OC)NC)[N+](=O)[O-]